O.O.O.O.C(=O)(O)[C@H](O)[C@@H](O)C(=O)O mono-L-tartrate tetrahydrate